C(C1=CC=CC=C1)(=O)OOC(C1=CC=CC=C1)=O Benzoyl peroxid